C(C1=CC=CC=C1)OC(=O)N[C@@H](C(=O)OCC1=CC=CC=C1)CNC(=O)C1=CC2=NC=CC(=C2S1)C1=C(C=CC=C1)CC Benzyl (R)-2-(((benzyloxy)carbonyl)amino)-3-(7-(2-ethylphenyl)thieno[3,2-b]pyridine-2-carboxamido)propanoate